ClC1=CC(=C(C(=C1)C)C=1C(N(C(=NN1)SC)C)=O)O 6-(4-chloro-2-hydroxy-6-methyl-phenyl)-4-methyl-3-methylsulfanyl-1,2,4-triazin-5-one